C(C)(=O)O[C@@H]1[C@H]([C@@H]([C@H]([C@@H]([C@H]1O)NC(=O)OCC1=CC=CC=C1)OC(C)=O)NC(=O)OCC1=CC=CC=C1)OC(C)=O (1S,2S,3R,4S,5R,6R)-3,5-bis(((benzyloxy)carbonyl)amino)-6-hydroxycyclohexane-1,2,4-triyl triacetate